FC1=CC=CC=2NC(=NC21)C=2C(=NON2)N 4-(4-fluoro-1H-benzimidazol-2-yl)-1,2,5-oxadiazol-3-amine